Cl.NC(C(=O)N1CCN(CC1)C(=O)NC1=NC(N(C=C1)C1CCC(CC1)CN1C[C@@H](CC1)CN)=O)(C)C (S)-4-(2-Amino-2-methylpropanoyl)-N-(1-(4-((3-(aminomethyl)pyrrolidin-1-yl)methyl)cyclohexyl)-2-oxo-1,2-dihydropyrimidin-4-yl)piperazine-1-carboxamide hydrochloride salt